O1C(OCC1)CC1(CCC(N(C1)C(CC)CC)=O)C1=NC=CC=C1 5-((1,3-Dioxolan-2-yl)methyl)-1-(pentan-3-yl)-5-(pyridin-2-yl)piperidin-2-one